1-[4-hydroxymethylpiperidinamido] (2E,4E,6E,8E,10E,12E,14E,16Z,18E)-4,8,13,17-tetramethylicosa-2,4,6,8,10,12,14,16,18-nonaenedioate C/C(/C=C/C(=O)ONC(=O)N1CCC(CC1)CO)=C\C=C\C(=C\C=C\C=C(\C=C\C=C(/C=C/C(=O)[O-])\C)/C)\C